ClC=1C(=C(C=CC1)NC(=S)C=1C(NCCC1NCC1=C(C=NC=C1)OCC1(COC1)CC)=O)C N-(3-chloro-2-methylphenyl)-4-[({3-[(3-ethyloxetan-3-yl)methoxy]pyridin-4-yl}methyl)amino]-2-oxo-1,2,5,6-tetrahydropyridine-3-carbothioamide